BrC=1C=C(C2=C(OC3(CC3)C(N2)=O)C1)F 7-bromo-5-fluorospiro[benzo[b][1,4]oxazine-2,1'-cyclopropan]-3(4H)-one